Cl.N[C@@H]1CN(CCC1)C1=C(C=NC(=C1)NC1=NC(=NC=C1)C1=C(C=CC=C1OC)F)C1=CC=C(C=C1)C(=O)N1CCN(CC1)CCO (S)-(4-(4-(3-aminopiperidin-1-yl)-6-((2-(2-fluoro-6-methoxyphenyl)pyrimidin-4-yl)amino)pyridin-3-yl)phenyl)(4-(2-hydroxyethyl)piperazin-1-yl)methanone hydrochloride